(Z)-9-hexadecenoic acid 2-ethylhexyl ester C(C)C(COC(CCCCCCC\C=C/CCCCCC)=O)CCCC